S(=O)(=O)(C1=CC=C(C)C=C1)OCCOCCOCCOCCC(=O)O 3-(2-(2-(2-(tosyloxy)ethoxy)ethoxy)ethoxy)propanoic acid